The molecule is alpha-Neup5Ac-(2->3)-beta-D-Galp-(1->4)-[alpha-L-Fucp-(1->3)]-D-GlcpNAc in which the anomeric configuration of the reducing-end N-acetyl-beta-D-glucosamine residue is beta. It has a role as an epitope. C[C@H]1[C@H]([C@H]([C@@H]([C@@H](O1)O[C@@H]2[C@H]([C@@H](O[C@@H]([C@H]2O[C@H]3[C@@H]([C@H]([C@H]([C@H](O3)CO)O)O[C@@]4(C[C@@H]([C@H]([C@@H](O4)[C@@H]([C@@H](CO)O)O)NC(=O)C)O)C(=O)O)O)CO)O)NC(=O)C)O)O)O